3-deoxy-D-arabinoheptulosonate C(C(=O)C[C@@H](O)[C@H](O)[C@H](O)CO)(=O)[O-]